1,2-di-p-toluenesulfonyloxyethane calcium thiocyanate salt [S-]C#N.[Ca+2].CC1=CC=C(C=C1)S(=O)(=O)OCCOS(=O)(=O)C1=CC=C(C)C=C1.[S-]C#N